NC1=NC(=C(C(=N1)O)C(F)(F)F)C1=C(C=CC=C1C)C 2-amino-6-(2,6-dimethylphenyl)-5-(trifluoromethyl)pyrimidin-4-ol